ClC1=CC=NC2=CC=C(C=C12)C1=C(C=CC(=C1)CN1CCCCC1)F 4-chloro-6-(2-fluoro-5-(piperidin-1-ylmethyl)phenyl)quinoline